C1=CC=CC=2C3=CC=CC=C3C3(C12)C1=CC=CC=C1NC=1C=CC=CC13 10H-spiro(acridine-9,9'-fluorene)